(4S)-7-bromo-9-fluoro-4-methyl-3,4-dihydro-1H-[1,4]oxazino[4,3-a]benzimidazole BrC=1C=C(C2=C(N3C(=N2)COC[C@@H]3C)C1)F